O=C1NC(CCC1N1C(C2=CC=C(C=C2C1=O)NCCCCCCCCCCCC(=O)O)=O)=O 12-((2-(2,6-dioxopiperidin-3-yl)-1,3-dioxoisoindolin-5-yl)amino)dodecanoic acid